3-chloro-5-(4-((3S,5S)-3,5-dimethylmorpholino)-8-fluoro-2-(((2R,7aS)-2-fluorotetrahydro-1H-pyrrolizin-7a(5H)-yl)methoxy)pyrido[4,3-d]pyrimidin-7-yl)-4-(trifluoromethyl)aniline ClC=1C=C(N)C=C(C1C(F)(F)F)C1=C(C=2N=C(N=C(C2C=N1)N1[C@H](COC[C@@H]1C)C)OC[C@]12CCCN2C[C@@H](C1)F)F